N-nitroso-N-(1-naphthyl)hydroxylammonium N(=O)[NH+](C1=CC=CC2=CC=CC=C12)O